[3-(2-tetrahydropyran-4-yl-5H-pyrrolo[2,3-b]pyrazin-7-yl)pyrrolidin-1-yl]-[4-(trifluoromethoxy)phenyl]methanone O1CCC(CC1)C=1N=C2C(=NC1)NC=C2C2CN(CC2)C(=O)C2=CC=C(C=C2)OC(F)(F)F